[Tl].[Au] gold-thallium